C(CCCCC)[Si](C1=CC=C(C=C1)Br)(CCCCCC)CCCCCC 4-(trihexylsilyl)bromobenzene